[F-].[Ba+2].[F-] Barium Fluoride